3,3,4,4,5,5,6,6,7,7,8,8,9,9,10,10,10-heptadecafluoro-1-decylamine FC(CCN)(C(C(C(C(C(C(C(F)(F)F)(F)F)(F)F)(F)F)(F)F)(F)F)(F)F)F